C(C)(=O)N1CC[C@@H]2N(C([C@H](C1)NC(=O)C1=CC3=C(S1)C=CC(=C3)C(F)(F)P(O)(O)=O)=O)[C@@H](CC2)C(=O)N2CC3(CC2)CCCCC3 ((2-(((s,8S,10aR)-3-acetyl-6-oxo-8-(2-azaspiro[4.5]decane-2-carbonyl)decahydropyrrolo[1,2-a][1,5]diazocin-5-yl)carbamoyl)benzo[b]thiophen-5-yl)difluoromethyl)phosphonic acid